ClC1=C(C=C(C=C1)F)C1NC(C=2C3=C(C=C(C12)C1=C(C(=O)N)C=C(C=C1F)C(F)(F)F)S(CC3)(=O)=O)=O (3-(2-chloro-5-fluorophenyl)-6,6-dioxo-1-oxo-2,3,7,8-tetrahydro-1H-thieno[3,2-e]isoindol-4-yl)-3-fluoro-5-(trifluoromethyl)benzamide